N=1C2=C(OC(C1)=O)N=CC=C2.[Sn] Tin pyrido[2,3-b]-1,4-oxazin-3(4H)-one